O[C@H](CNCC1=C(N=C2N(C1=O)C=CC=C2)OC)C ((((S)-2-hydroxypropyl)amino)methyl)-2-methoxy-4H-pyrido[1,2-a]pyrimidin-4-one